C[C@H]1OC[C@@]1(C)NS(=O)(=O)C=1C=C2C(N(C(N(C2=CC1)CC)=O)CC)=O |o1:1,4| rel-N-[(2r,3r)-2,3-dimethyloxetan-3-yl]-1,3-diethyl-2,4-dioxoquinazolin-6-sulfonamide